C1(CC1)C=1N(C=C(N1)C=1C=C2C(=NC1)NC=C2C(F)(F)F)C21CC(C2)(C1)N1CCOCC1 4-(3-(2-cyclopropyl-4-(3-(trifluoromethyl)-1H-pyrrolo[2,3-b]pyridin-5-yl)-1H-imidazol-1-yl)bicyclo[1.1.1]pentan-1-yl)morpholine